4-(2-(2-(2-(2-iodoethoxy)ethoxy)-4-(trifluoromethyl)phenyl)-1H-imidazol-1-yl)-N-methyl-4-nitroaniline ICCOCCOC1=C(C=CC(=C1)C(F)(F)F)C=1N(C=CN1)C1(CC=C(NC)C=C1)[N+](=O)[O-]